1-[4-(4-{3-[(2R)-2-methyl-pyrrolidin-1-yl]-propoxy}-phenoxy)-piperidin-1-yl]-ethanone monohydrochloride Cl.C[C@H]1N(CCC1)CCCOC1=CC=C(OC2CCN(CC2)C(C)=O)C=C1